C(C)(=O)OCCC=CC=CCCCCCC 3,5-dodecadienyl acetate